CN=C(NCC(=O)O)N 2-methyl-guanidinoacetic acid